hexene chloride [Cl-].C=CCCCC